4-hydroxybutyl-sodium OCCCC[Na]